C1(=CC=CC=C1)S(=O)(=O)C1=CN=C(S1)C(=O)O 5-(benzenesulfonyl)thiazole-2-carboxylic acid